C(C)N(C(C1=C(C=CC(=C1)F)OC=1C(=NC=NC1)N1CC2(C1)CCN(CC2)CC2CCC(CC2)NS(=O)(=O)C)=O)C(C)C N-ethyl-5-fluoro-N-isopropyl-2-((4-(7-(((1r,4r)-4-(methylsulfonamido)cyclohexyl)methyl)-2,7-diazaspiro[3.5]nonan-2-yl)pyrimidin-5-yl)oxy)benzamide